1,2-bis(2,6-diisopropylphenyl-imino)ethane C(C)(C)C1=C(C(=CC=C1)C(C)C)N=CC=NC1=C(C=CC=C1C(C)C)C(C)C